3-methoxy-ethyl-4-ethyl-aniline COC=1C=C(NCC)C=CC1CC